sodium 3-azido-N,N,N-trimethylpropan-1-aminium N(=[N+]=[N-])CCC[N+](C)(C)C.[Na+]